FC(C=1C=C(C=NC1)C1CCC(CC1)N1CC2(CS(C2)(=O)=O)CC1)(F)F 6-((1s,4s)-4-(5-(trifluoromethyl)pyridin-3-yl)cyclohexyl)-2-thia-6-azaspiro[3.4]octane 2,2-dioxide